3-(1-methyl-1H-pyrazol-4-yl)-6,7-dihydrobenzo[d]isoxazol-4(5H)-one CN1N=CC(=C1)C1=NOC2=C1C(CCC2)=O